C(C)(C)O[Hf]OC(C)C diisopropoxyhafnium